C(C)(C)(C)OC(C(C)(C)OC=1C=CC(=C(C1)N1CCCCC1)Cl)=O (3R)-1-(5-{[1-(tert-butoxy)-2-methyl-1-oxopropan-2-yl]oxy}-2-chlorophenyl)piperidine